OC=1C=CC(=NC1)N1CCN(CC1)C(CSC1=NC=C(C=C1)[N+](=O)[O-])=O 1-[4-(5-Hydroxypyridin-2-yl)-piperazin-1-yl]-2-(5-nitropyridin-2-ylsulfanyl)-ethanone